NC1=NC=C(C=2C1=CN(N2)C2OCCCC2)NC(C(N2[C@H](CCC[C@H]2C(F)(F)F)C2=CC=CC=C2)=O)=O |r| N-(4-Amino-2-tetrahydropyran-2-yl-pyrazolo[4,3-c]pyridin-7-yl)-2-oxo-2-[rac-(2R,6S)-2-phenyl-6-(trifluoromethyl)-1-piperidyl]acetamide